1-(5Z,8Z,11Z,14Z-eicosatetraenoyl)-2-(13Z,16Z-docosadienoyl)-glycero-3-phospho-(1'-sn-glycerol) CCCCC/C=C\C/C=C\CCCCCCCCCCCC(=O)O[C@H](COC(=O)CCC/C=C\C/C=C\C/C=C\C/C=C\CCCCC)COP(=O)(O)OC[C@H](CO)O